2-[3-(methyl-phenyl-amino)-phenoxy]-pyrido[3,4-d]pyrimidin CN(C=1C=C(OC=2N=CC3=C(N2)C=NC=C3)C=CC1)C1=CC=CC=C1